CN(C(CN1CCN(CC1)C)=O)C1=CC=C(C=C1)N\C(=C\1/C(NC2=CC(=CC=C12)C(=O)OC)=O)\C1=CC=CC=C1 Methyl (Z)-3-(((4-(N-methyl-2-(4-methylpiperazin-1-yl)acetamido)phenyl)amino)(phenyl)methylene)-2-oxoindoline-6-carboxylate